NC=1N=C(C2=C(N1)CN(CC2)C2=C(C(NN=C2)=O)Cl)OC2=C(C=C(C=C2)F)Cl 5-[2-amino-4-(2-chloro-4-fluorophenoxy)-5H,6H,7H,8H-pyrido[3,4-d]pyrimidin-7-yl]-4-chloro-2,3-dihydropyridazin-3-one